FC(OC1=NC=CC(=C1)C(COC)NC(=O)NC1CC2(C1)CCC2)F 1-[1-(2-difluoromethoxy-pyridin-4-yl)-2-methoxy-ethyl]-3-spiro[3.3]hept-2-yl-urea